2-methyl-5-[(1S,2S,3S,4R,5S)-2,3,4-trihydroxy-1-(1-hydroxy-1-methyl-ethyl)-6,8-dioxabicyclo[3.2.1]Octane-5-yl]Benzene CC1=CC=C(C=C1)[C@]12[C@@H]([C@H]([C@@H]([C@](CO1)(O2)C(C)(C)O)O)O)O